(RS)-Adamantan-1-yl-ethylamin C12(CC3CC(CC(C1)C3)C2)NCC